CC(CO)CC(CC(C)OC1OCCCC1)C 2,4-Dimethyl-6-[(tetrahydro-2H-pyran-2-yl)oxy]-1-heptanol